BrC1=CC(=C(CN2C(C=CC3=CN=C4C(=C23)C=CC(=N4)OC)=O)C(=C1)F)F 1-(4-bromo-2,6-difluorobenzyl)-8-methoxypyrido[2,3-h][1,6]naphthyridine-2(1H)-one